FC=1C(=CC(=C(C(=O)OC)C1)NC1=C(C=C(C=C1)F)C(CC)=O)C(F)(F)F Methyl 5-fluoro-2-((4-fluoro-2-propionylphenyl)amino)-4-(trifluoromethyl)-benzoate